3-(2-(pyridin-2-yl)vinyl)-5-(3,4,5-trifluorobenzyl)-1H-indazole N1=C(C=CC=C1)C=CC1=NNC2=CC=C(C=C12)CC1=CC(=C(C(=C1)F)F)F